ClC1=CC=C(C=C1)[C@@H]1N(C[C@H](NC1)C)C(CNC(\C=C\C1=C(C=C(C=C1)C(F)(F)F)F)=O)=O (E)-N-[2-[(2S,5R)-2-(4-chlorophenyl)-5-methylpiperazin-1-yl]-2-oxoethyl]-3-[2-fluoro-4-(trifluoromethyl)phenyl]prop-2-enamide